2-(3-iodophenyl)propanoic acid IC=1C=C(C=CC1)C(C(=O)O)C